di-(tert-butyl)(2,3-dimethoxyphenyl)phosphine C(C)(C)(C)P(C1=C(C(=CC=C1)OC)OC)C(C)(C)C